5-(2-bromoethyl)-2-hydroxybenzenesulfonic acid BrCCC=1C=CC(=C(C1)S(=O)(=O)O)O